O[C@H]1[C@@H](O[C@@H]([C@@H]([C@@H]1O)O)CO)ONC(C=C)=O N-(((2S,3R,4S,5R,6R)-3,4,5-trihydroxy-6-(hydroxymethyl)tetrahydro-2H-pyran-2-yl)oxy)acrylamide